lysine hexadecanedicarboxylate salt C(CCCCCCCCCCCCCCC)(C(=O)O)C(=O)O.N[C@@H](CCCCN)C(=O)O